ClC1=CC(=C(COC2=CC=CC(=N2)C2CCN(CC2)CC2=NC3=C(N2CCC=2N=CNC2)C=C(C=C3)C(=O)O)C=C1)F 2-[(4-{6-[(4-chloro-2-fluorobenzyl)oxy]pyridin-2-yl}piperidin-1-yl)methyl]-1-[2-(1H-imidazol-4-yl)ethyl]-1H-benzimidazole-6-carboxylic acid